CN1N=CC(=C1)C=1N=CC=2N(C1)N=CC2C(=O)NC=2C(=NC=C(C2)NC(CN2CCCC2)=O)C 6-(1-methyl-1H-pyrazol-4-yl)-N-(2-methyl-5-(2-(pyrrolidin-1-yl)acetamido)pyridin-3-yl)pyrazolo[1,5-a]pyrazine-3-carboxamide